C(C1=CC=CC=C1)(=O)NC=1[Se]C(=CN1)C(=O)NC1=C(C=CC=C1)C 2-(benzoylamino)-N-(2-methylphenyl)-1,3-selenazol-5-carboxamide